COC(=O)C1=CC2=C(N(C(=N2)C=2N(C3=CC(=CC=C3C2)C(C)=O)C(=O)OC(C)(C)C)C2CC2)C(=C1)OC 2-(6-acetyl-1-(tert-butyloxycarbonyl)-1H-indol-2-yl)-1-cyclopropyl-7-methoxy-1H-benzo[d]Imidazole-5-carboxylic acid methyl ester